6-(chloromethyl)-11H-dibenz[b,e]azepine ClCC=1C2=C(CC3=C(N1)C=CC=C3)C=CC=C2